ClC1=C(C(=CC=C1Cl)F)C1(CN(CC1)C(=O)OC(C)(C)C)O tert-butyl 3-(2,3-dichloro-6-fluorophenyl)-3-hydroxypyrrolidine-1-carboxylate